N-(2-((4-(2-((3-(1H-Imidazol-1-yl)benzyl)(isobutyl)amino)ethyl)phenyl)carbamoyl)-4,5-dimethoxyphenyl)-4-oxo-4H-chromene-2-carboxamide N1(C=NC=C1)C=1C=C(CN(CCC2=CC=C(C=C2)NC(=O)C2=C(C=C(C(=C2)OC)OC)NC(=O)C=2OC3=CC=CC=C3C(C2)=O)CC(C)C)C=CC1